C(C)(C)OC1=CC(=C2C(=CC(OC2=C1)=O)C1=CC=CC=C1)C 7-isopropoxy-5-methyl-4-phenyl-2H-chromen-2-one